CNCC1=CC(=CC=C1)F methyl-3-fluorobenzylamine